2-(6-tert-butoxycarbonyl-6-azaspiro[2.5]octan-2-yl)-7-fluoro-3-(2-methoxyethyl)benzimidazole-5-carboxylic acid C(C)(C)(C)OC(=O)N1CCC2(C(C2)C=2N(C3=C(N2)C(=CC(=C3)C(=O)O)F)CCOC)CC1